tert-butyl 4-(3-bromo-4-fluoro-phenyl)-3,6-dihydro-2H-pyridine-1-carboxylate BrC=1C=C(C=CC1F)C=1CCN(CC1)C(=O)OC(C)(C)C